3-methylbenzo[d]oxazole-2(3H)-one CN1C(OC2=C1C=CC=C2)=O